C1C(O1)CCCCCCC2CO2 1,2,9,10-diepoxydecane